2,3-diaminopropionic acid hydrochloride Cl.NC(C(=O)O)CN